((2-fluoro-[1,1'-biphenyl]-4-yloxy) ((((2R,3R,4R,5R)-5-(2,4-dioxo-3,4-dihydropyrimidin-1(2H)-yl)-4-fluoro-3-hydroxy-4-methyltetrahydrofuran-2-yl) methoxy) phosphoryl) amino) propionate C(CC)(=O)ONP(=O)(OC[C@H]1O[C@H]([C@]([C@@H]1O)(C)F)N1C(NC(C=C1)=O)=O)OC1=CC(=C(C=C1)C1=CC=CC=C1)F